4-(4-(((1S,4S)-2-oxa-5-azabicyclo[2.2.1]heptane-5-yl)-7H-pyrrolo[2,3-d]pyrimidin-6-yl)phenyl)-4-((6-acryloyl-2,6-diazaspiro[3.5]nonan-2-yl)methyl)picolinamide [C@@H]12OC[C@@H](N(C1)C=1N=CC3=C(N1)NC(=C3)C3=CC=C(C=C3)C3(C=C(NC=C3)C(=O)N)CN3CC1(C3)CN(CCC1)C(C=C)=O)C2